FC=1C=C(C=NC1)C1=CC=C(C=C1)[C@@H]1OCC[C@@H]1NS(=O)(=O)C(C)C N-{cis-2-[4-(5-fluoro-3-pyridinyl)phenyl]tetrahydro-3-furanyl}-2-propanesulfonamide